[Si](C)(C)(C(C)(C)C)OCC=1C=C2CC(N(CC2=CC1)C=1C=CC(=NC1)N)(C)C 5-[6-[[tert-butyl(dimethyl)silyl]oxymethyl]-3,3-dimethyl-1,4-dihydroisoquinolin-2-yl]pyridin-2-amine